6-{3-bromo-2-fluoro-4-[(1-hydroxycyclopropyl)methoxy]phenyl}-5-methyl-4,5-dihydro-2H-pyridazin-3-one BrC=1C(=C(C=CC1OCC1(CC1)O)C=1C(CC(NN1)=O)C)F